CC=1SC2=C(N1)C=CC(=C2)CN2N(CCC2)C(=O)OC(C)(C)C tert-Butyl 2-((2-methylbenzo[d]thiazol-6-yl)methyl)pyrazolidine-1-carboxylate